Cl.OC(CC1=C(N=CN1CC=1C=C(C=CC1)O)C1=CC=CC=C1)C 3-[5-(2-hydroxypropyl)-4-phenyl-imidazol-1-ylmethyl]phenol hydrochloride